N-(3-(2,2-difluoropropyl)-1,2,4-thiadiazol-5-yl)-4-(3-(trifluoromethoxy)phenyl)furan-2-Formamide FC(CC1=NSC(=N1)NC(=O)C=1OC=C(C1)C1=CC(=CC=C1)OC(F)(F)F)(C)F